CN1N=NC2=C1C=CC(=C2C)C(CC(=O)OCC)C=2C=C1CCCC1=C(C2)CN2S(C1=C(OC3(C2)COC3)N=CC=C1)(=O)=O ethyl 3-(1,4-dimethyl-1H-benzotriazol-5-yl)-3-{7-[(1',1'-dioxido-spiro[oxetane-3,4'-pyrido[2,3-b][1,4,5]oxathiazepine]-2'(3'H)-yl)methyl]-2,3-dihydro-1H-inden-5-yl}propanoate